3-[(3S)-2-oxopyrrolidin-3-yl]propanamide hydrochloride Cl.O=C1NCC[C@@H]1CCC(=O)N